1-(3-methylisoxazol-5-yl)ethan-1-one CC1=NOC(=C1)C(C)=O